N[C@H](C)C(=O)N[C@H](CCCNC(N)=N)C(=O)N[C@H](CCCNC(N)=N)C(=O)N[C@H](CCCNC(N)=N)C(=O)N[C@H](C)C(=O)N[C@H](CCCNC(N)=N)C(=O)N D-alanyl-D-arginyl-D-arginyl-D-arginyl-D-alanyl-D-argininamide